C(C)N(C=1N=CC(=NC1C)C(=O)N)C 5-(ethyl(methyl)amino)-6-methylpyrazine-2-carboxamide